4-(4-methoxybenzyl)-10,10-dimethyl-3,9-dioxo-1-oxa-4-azaspiro[5.5]undec-7-ene-8-carbonitrile COC1=CC=C(CN2C(COC3(C2)C=C(C(C(C3)(C)C)=O)C#N)=O)C=C1